FC1=C(C=C(C=C1)CCCCC)C(CC=1OC(=NN1)C)NC(O)=O.CNS(=O)(=O)C1CN(C1)C=1C=CC=2C(N1)=NN(C2)C2=CC=CC=C2 N-methyl-1-(2-phenyl-2H-pyrazolo[3,4-b]pyridin-6-yl)azetidine-3-sulfonamide [1-(2-fluoro-5-pentyl-phenyl)-2-(5-methyl-1,3,4-oxadiazol-2-yl)ethyl]carbamate